(E)-1-chloro-4-(1-nitroprop-1-en-2-yl)benzene ClC1=CC=C(C=C1)/C(=C/[N+](=O)[O-])/C